7-[7-(2-fluoro-phenyl)-5-iodo-7H-pyrrolo[2,3-d]pyrimidin-4-oxy]-4-methylcoumarin FC1=C(C=CC=C1)N1C=C(C2=C1N=CN=C2OC2=CC=C1C(=CC(OC1=C2)=O)C)I